methyl (2S)-3-(3-[3-[3-(acetyloxy)-2,2-dimethylpropyl]-2-iodo-1H-indol-5-yl]-5-[(triisopropylsilyl)oxy]phenyl)-2-[(tert-butoxycarbonyl)amino]propanoate C(C)(=O)OCC(CC1=C(NC2=CC=C(C=C12)C=1C=C(C=C(C1)O[Si](C(C)C)(C(C)C)C(C)C)C[C@@H](C(=O)OC)NC(=O)OC(C)(C)C)I)(C)C